ClC1=C(CN2CCN(C3=CC=CC=C23)C(C(C)N2CCCCC2)=O)C=CC=C1 1-(4-(2-chlorobenzyl)-3,4-dihydroquinoxaline-1(2H)-yl)-2-(piperidin-1-yl)propan-1-one